3-chloro-N-(2,4-difluoro-3-(quinoxaline-6-carbonyl)phenyl)-4-(trifluoromethyl)benzamide ClC=1C=C(C(=O)NC2=C(C(=C(C=C2)F)C(=O)C=2C=C3N=CC=NC3=CC2)F)C=CC1C(F)(F)F